C1(CC1)C1=CC(=CC(=N1)N1C=NC=2C=C(NC2C1=O)CNCCOC(F)(F)F)C1=C(C=C(C=C1)F)C1=NN=CN1C 6-{6-cyclopropyl-4-[4-fluoro-2-(4-methyl-4H-1,2,4-triazol-3-yl)phenyl]-2-pyridyl}-2-[(2-trifluoromethoxyethylamino)methyl]-1,6-dihydro-1,4,6-triaza-7-indenone